COC=1C=C2C=C(C=NC2=CC1)C#N 6-Methoxyquinoline-3-carbonitrile